BrC(C)C1=CC(=CC=2C(C(=C(OC21)SCC)C)=O)F 8-(1-bromoethyl)-2-ethylsulfanyl-6-fluoro-3-methyl-benzopyran-4-one